P(=O)(OCC)(OCC)OCC(COC1=CC=CC=C1)(F)F diethyl (2,2-difluoro-3-phenoxypropyl) phosphate